C(C)(C)(C)OC(=O)N1C[C@H](CC1)[C@@H](C(=O)OC(C)(C)C)CC1=NOC2=C1C=CC(=C2)C=O (3R)-3-[(2S)-1-(tert-butoxy)-3-(6-formyl-benzo[d]isoxazol-3-yl)-1-oxopropane-2-yl]pyrrolidine-1-carboxylic acid tert-butyl ester